2,3-dihydro-benzofuran-5-carboxylic acid [2-(3-methoxy-pyrrolidin-1-yl)-benzothiazol-5-yl]-amide COC1CN(CC1)C=1SC2=C(N1)C=C(C=C2)NC(=O)C=2C=CC1=C(CCO1)C2